(Z)-1-chloro-2-fluoroethylene Cl\C=C/F